C1=C2C=CC3=C4C5=C(C=CC6=CC=CC(C(C=C1)=C42)=C65)C65C3C3CC(CC(C6)C3)C5 10,11,12,13,14,14a-hexahydro-9H-8b,12:10,14-dimethanocycloocta[5,6]benzo[1,2,3,4-ghi]perylene